2-(4-(2-((7-methoxy-4,5-dihydronaphtho[1,2-d]thiazol-2-yl)amino)-2-oxoethyl)phenoxy)nicotinamide COC=1C=C2CCC3=C(N=C(S3)NC(CC3=CC=C(OC4=C(C(=O)N)C=CC=N4)C=C3)=O)C2=CC1